Cl.NC[C@H]1C[C@H](NC1)CNC(=O)C=1NC2=CC(=CC=C2C1F)C1=CC=C(C=C1)F N-(((2S,4R)-4-(aminomethyl)pyrrolidin-2-yl)methyl)-3-fluoro-6-(4-fluorophenyl)-1H-indole-2-carboxamide hydrochloride